sodium bis-phenolate C1(=CC=CC=C1)[O-].C1(=CC=CC=C1)[O-].[Na+].[Na+]